C1(CC1)C1=C(C(=C2C(=N1)CCC2)NC(=O)N=[S@@](=O)(N)C=2SC=C(N2)C(C)(C)O)C (S)-N'-((2-cyclopropyl-3-methyl-6,7-dihydro-5H-cyclopenta[b]pyridin-4-yl)carbamoyl)-4-(2-hydroxypropan-2-yl)thiazole-2-sulfonimidamide